carboxyzinc C(=O)(O)[Zn]